1,2-epoxytriacontane C1C(CCCCCCCCCCCCCCCCCCCCCCCCCCCC)O1